COC1=C(C(=O)OC)C=C(C=C1)C1CC(CCC1)=O methyl 2-methoxy-5-(3-oxocyclohexyl)benzoate